N-(3-(4-chlorophenyl)pyrrolidin-3-yl)-4-(trifluoromethoxy)benzene-sulfonamide ClC1=CC=C(C=C1)C1(CNCC1)NS(=O)(=O)C1=CC=C(C=C1)OC(F)(F)F